N-(4-(((R)-1-Hydroxy-4-methylpentan-2-yl)amino)-6-((S*)-2-(6-methoxy-4-methylpyridin-3-yl)propyl)-1,3,5-triazin-2-yl)methanesulfonamide OC[C@@H](CC(C)C)NC1=NC(=NC(=N1)C[C@H](C)C=1C=NC(=CC1C)OC)NS(=O)(=O)C |o1:15|